4-Formylpiperidine-1-carboxylate C(=O)C1CCN(CC1)C(=O)[O-]